C(C)(C)(C)OC(NC[C@H](CC(C)=O)C)=O.C(C)(C)(C)C=1C=C(C2=C(C(C(O2)=O)C2=CC=C(C=C2)OCC)C1)C(C)(C)C 5,7-di-tert-butyl-3-(4-ethoxyphenyl)benzofuran-2-one Tert-Butyl-N-[(2S)-2-methyl-4-oxo-pentyl]carbamate